5-bromo-2-(methylthio)quinazolin-8-ol (2-oxooxazolidin-5-yl)methyl-4-methylbenzenesulfonate O=C1OC(CN1)CC1=C(C=CC(=C1)C)S(=O)(=O)OC=1C=CC(=C2C=NC(=NC12)SC)Br